(7R,14R)-6-(methyl-d3)-11-((1-methyl-1H-pyrazol-4-yl)methoxy)-1-((triisopropylsilyl)ethynyl)-6,7-dihydro-7,14-methanobenzo[f]benzo[4,5]imidazo[1,2-a][1,4]diazocin-5(14H)-one C(N1[C@H]2C=3N([C@@H](C4=C(C1=O)C=CC=C4C#C[Si](C(C)C)(C(C)C)C(C)C)C2)C2=C(N3)C=CC(=C2)OCC=2C=NN(C2)C)([2H])([2H])[2H]